BrC1=CC2=C(C(N(CCN2C)C[C@@H](CN2CC3=CC=CC=C3CC2)O)=O)C=C1 8-Bromo-4-[(2R)-3-(3,4-dihydro-1H-isoquinolin-2-yl)-2-hydroxy-propyl]-1-methyl-2,3-dihydro-1,4-benzodiazepin-5-one